C(C)N1C=NC2=C1N=NC=C2C=2C=C(C(=CC2)F)C2=C(C=C(C=C2)C=2N=NC=CC2)COC 7-ethyl-4-(6-fluoro-2'-(methoxymethyl)-4'-(pyridazin-3-yl)-[1,1'-biphenyl]-3-yl)7H-imidazo[4,5-c]Pyridazine